(S)-(4-(7-fluorobenzo[d]oxazol-2-yl)-6,7-dihydro-1H-imidazo[4,5-c]pyridin-5(4H)-yl)(6-methoxypyrazolo[1,5-a]pyridin-3-yl)methanone FC1=CC=CC=2N=C(OC21)[C@H]2N(CCC1=C2N=CN1)C(=O)C=1C=NN2C1C=CC(=C2)OC